9,9-dimethyl-7-(6-(4,4,5,5-tetramethyl-1,3,2-dioxaborolan-2-yl)pyridin-3-yl)-9H-fluorene-2-carbonitrile CC1(C2=CC(=CC=C2C=2C=CC(=CC12)C#N)C=1C=NC(=CC1)B1OC(C(O1)(C)C)(C)C)C